6-(azetidin-1-yl)-5-methylpyridin-3-amine N1(CCC1)C1=C(C=C(C=N1)N)C